5-thiazolebutanol S1C=NC=C1CCCCO